2-benziodol-1-yl acetate C(C)(=O)OC=1[IH]C=C2C1C=CC=C2